methylene-bis(6-nonyl-4-methylphenol) C(C1=C(C(=CC(=C1)C)CCCCCCCCC)O)C1=C(C(=CC(=C1)C)CCCCCCCCC)O